1-methyl-4-(4-n-hexyl-phenyl)quinolinolate CN1C(C=C(C2=CC=CC=C12)C1=CC=C(C=C1)CCCCCC)[O-]